C1(CCCCC1)[C@H]1N(S(C2=C(N(C1)C1=CC=CC=C1)C=C(C(=C2)C2=CC(=C(S2)C(=O)OC)NC(=O)OCC)F)(=O)=O)C methyl (R)-5-(3-cyclohexyl-7-fluoro-2-methyl-1,1-dioxido-5-phenyl-2,3,4,5-tetrahydrobenzo[f][1,2,5]thiadiazepin-8-yl)-3-((ethoxycarbonyl)amino)thiophene-2-carboxylate